tert-butyl (3S,4R)-4-hydroxy-3-(pent-4-yn-1-ylamino)piperidine-1-carboxylate O[C@H]1[C@H](CN(CC1)C(=O)OC(C)(C)C)NCCCC#C